C(C1=CC=CC=C1)OC1=C(C(=C(C(=O)OC2=C(C(=C(C(=O)OCC3=CC=CC=C3)C(=C2C=C)C)C)C=C)C(=C1)C)C)C benzyl 4-((4-(benzyloxy)-2,3,6-trimethylbenzoyl)oxy)-2,6-dimethyl-3,5-divinylbenzoate